N-methyl-N-[3-(trimethoxysilyl)propyl]2-propenamide CN(C(C=C)=O)CCC[Si](OC)(OC)OC